FC1=C(C2=C(CCO2)C=C1C1(NC(=CC(=N1)NC)C)N)C=1CC[C@@H](NCC1)C |o1:23| 2-[6-fluoro-7-[rel-(2S)-2-methyl-2,3,4,7-tetrahydro-1H-azepin-5-yl]-2,3-dihydrobenzofuran-5-yl]-N4,6-dimethyl-pyrimidine-2,4-diamine